NC=1SC(=CN1)S(=O)(=O)N1CCN(CC1)C[C@H](C)C1=NC2=C(C=CC=C2C(=N1)N)C(F)(F)F [(2S)-1-{4-[(2-amino-1,3-thiazol-5-yl)sulfonyl]piperazin-1-yl}propan-2-yl]-8-(trifluoromethyl)quinazolin-4-amine